N-((S)-2,2-dicyclopropyl-1-(6-(((S)-2-oxopiperidin-3-yl)methyl)imidazo[1,2-b]pyridazin-2-yl)ethyl)-1-ethyl-1H-pyrazole-5-carboxamide C1(CC1)C([C@@H](C=1N=C2N(N=C(C=C2)C[C@H]2C(NCCC2)=O)C1)NC(=O)C1=CC=NN1CC)C1CC1